CN1C(C(=C(C2=CC(=C(C=C12)O[C@H]1COCC1)C)N1CCC(CC1)C=1OC2=C(N1)C=C(C=C2)C)C(=O)N)=O |r| (Rac)-1,6-dimethyl-4-[4-(5-methyl-1,3-benzooxazol-2-yl)piperidin-1-yl]-2-oxo-7-[(oxolan-3-yl)oxy]-1,2-dihydroquinoline-3-carboxamide